FC=1C=C(C=CC1F)N1N=NC(=C1)C1CCN(CC1)CCC1=CC=C(C=C1)C(F)(F)F 4-[1-(3,4-Difluoro-phenyl)-1H-[1,2,3]triazol-4-yl]-1-[2-(4-trifluoromethyl-phenyl)-ethyl]-piperidine